CC(=CCCCCC)C Dimethyl-heptene